C(#N)C=1C(=NC(=CC1C(F)(F)F)C)N1[C@@](CCC1)(C(=O)NC=1C=C(C=CC1)C)C (S)-1-(3-cyano-6-methyl-4-(trifluoromethyl)pyridin-2-yl)-2-methyl-N-(m-tolyl)pyrrolidine-2-carboxamide